(2R,3R,3aS,6S,6aR)-2-(4-amino-7H-pyrrolo[2,3-d]pyrimidin-7-yl)-6-((2-((cyclopropylmethyl)amino)quinolin-7-yl)oxy)hexahydro-3aH-cyclopenta[b]furan-3,3a-diol NC=1C2=C(N=CN1)N(C=C2)[C@H]2[C@@H]([C@@]1([C@H](O2)[C@H](CC1)OC1=CC=C2C=CC(=NC2=C1)NCC1CC1)O)O